1-(4-fluorophenyl)-3-(4-((5-methoxy-2,3-dihydro-[1,4]dioxino[2,3-f]quinolin-10-yl)oxy)phenyl)urea FC1=CC=C(C=C1)NC(=O)NC1=CC=C(C=C1)OC1=CC=NC2=CC(=C3C(=C12)OCCO3)OC